C(C)SC1=NC(=CC(=C1C(=O)NCC1=CC(=CC=C1)F)C)N(C1COCC1)C 2-Ethylsulfanyl-N-[(3-fluorophenyl)-methyl]-4-methyl-6-(methyl-tetrahydro-furan-3-yl-amino)-pyridine-3-carboxylic acid amide